SC(C(=O)OCCCCOC(C(C)S)=O)C 1,4-butanediol bis(2-mercaptopropionate)